[8-(1-octylnonoxy)-8-oxo-octyl](2S)-4-(3-imidazol-1-ylpropanoyloxy)-1-(6-oxo-6-undecoxy-hexyl)pyrrolidine-2-carboxylate C(CCCCCCC)C(CCCCCCCC)OC(CCCCCCCOC(=O)[C@H]1N(CC(C1)OC(CCN1C=NC=C1)=O)CCCCCC(OCCCCCCCCCCC)=O)=O